CC=1C=C(C=C2C=NNC12)CC(C(N1CCCCC1)=O)NC(=O)N1CCC(CC1)N1C(NC2=CC=CC=C2C1)=O 4-(2-Oxo-1,4-dihydro-2H-quinazolin-3-yl)-piperidine-1-carboxylic acid [1-(7-methyl-1H-indazol-5-ylmethyl)-2-oxo-2-piperidin-1-yl-ethyl]-amide